5-((4-(phenylethynyl)naphthalen-1-yl)oxy)-1H-1,2,3-triazole-4-carboxylic acid C1(=CC=CC=C1)C#CC1=CC=C(C2=CC=CC=C12)OC1=C(N=NN1)C(=O)O